((1s,3s)-3-(2-(2-bromo-4-chlorophenyl)-2-methylpropionamido)-3-methylcyclobutyl)carbamic acid tert-butyl ester C(C)(C)(C)OC(NC1CC(C1)(C)NC(C(C)(C)C1=C(C=C(C=C1)Cl)Br)=O)=O